(1-((2-(trimethylsilyl)ethoxy)methyl)-1H-pyrazol-5-yl)methyl (S)-(4-((3-chloro-4-fluorophenyl)carbamoyl)-7-fluoro-2,3-dihydro-1H-inden-1-yl)carbamate ClC=1C=C(C=CC1F)NC(=O)C1=C2CC[C@@H](C2=C(C=C1)F)NC(OCC1=CC=NN1COCC[Si](C)(C)C)=O